6-(((1-(4-((5-chloro-4-((2-(dimethylphosphono)phenyl)amino)pyrimidin-2-yl)amino)-3-methoxyphenyl)piperidin-4-yl)amino)methyl)-2-(2,6-dioxopiperidin-3-yl)-4-fluoroisoindoline-1,3-dione ClC=1C(=NC(=NC1)NC1=C(C=C(C=C1)N1CCC(CC1)NCC1=CC(=C2C(N(C(C2=C1)=O)C1C(NC(CC1)=O)=O)=O)F)OC)NC1=C(C=CC=C1)P(=O)(OC)OC